P(=O)(O)(O)OC[C@@H]1[C@H](C[C@@H](O1)N1C(=O)N=C(N)C=C1)O 2'-deoxycytidine-5'-phosphate